COC(C1=C(C(=C(C=C1)NCCCCCCCC(F)(F)F)S(N(C)C)(=O)=O)O)=O (N,N-dimethylsulfamoyl)-2-hydroxy-4-((8,8,8-trifluorooctyl)amino)benzoic acid methyl ester